The molecule is a pentacyclic diterpenoid with formula C31H52O2, originally isolated from the leaves of Tripterygium hypoglaucum. It has a role as a plant metabolite. It is an ether, a pentacyclic triterpenoid and a secondary alcohol. It derives from a hydride of an oleanane. C[C@@]12CC[C@@]3(C(=C[C@H]([C@H]4[C@]3(CC[C@@H]5[C@@]4(CC[C@@H](C5(C)C)O)C)C)OC)[C@@H]1CC(CC2)(C)C)C